NCC1(CCC1)N(C)C 1-(aminomethyl)-N,N-dimethylcyclobutane-1-amine